NC1=C(C=CC(=C1)OC(F)(F)F)C(=O)N1CCC(CC1)C1=C2C(=NC=C1F)NC(=N2)C21CC(C2)(C1)C(F)(F)F [2-amino-4-(trifluoromethoxy)phenyl]-[4-[6-fluoro-2-[3-(trifluoromethyl)-1-bicyclo[1.1.1]pentanyl]-3H-imidazo[4,5-b]pyridin-7-yl]-1-piperidyl]methanone